Methyl 7-Bromo-3-[(Z)-4-(tert-butoxycarbonylamino)-2-fluoro-but-2-enyl]-2-methyl-benzimidazole-5-Carboxylate BrC1=CC(=CC2=C1N=C(N2C/C(=C/CNC(=O)OC(C)(C)C)/F)C)C(=O)OC